FC=1C=C(C=C(C1OC=1C=NN(C1)C)F)S(=O)(=O)N1[C@@H]([C@@H]2CC[C@H](C1)N2C(=O)OCCOC)C(=O)OCC 2-ethyl 8-(2-methoxyethyl) (1s,2s,5r)-3-((3,5-difluoro-4-((1-methyl-1H-pyrazol-4-yl) oxy) phenyl) sulfonyl)-3,8-diazabicyclo[3.2.1]octane-2,8-dicarboxylate